2-(4-fluorophenyl)ethylamine hydroiodide I.FC1=CC=C(C=C1)CCN